((3-(4-((2-(tert-butyl)-1H-imidazol-1-yl)methyl)phenyl)-5-isobutylthiophen-2-yl)sulfonyl)(Methoxycarbonyl)amide Potassium [K+].C(C)(C)(C)C=1N(C=CN1)CC1=CC=C(C=C1)C1=C(SC(=C1)CC(C)C)S(=O)(=O)[N-]C(=O)OC